1-(6-(7-((adamantan-1-yl)(methyl)amino)hept-1-yn-1-yl)imidazo[1,2-a]pyridin-3-yl)dihydropyrimidine-2,4(1H,3H)-dione C12(CC3CC(CC(C1)C3)C2)N(CCCCCC#CC=2C=CC=3N(C2)C(=CN3)N3C(NC(CC3)=O)=O)C